diaminocatechol NC=1C(=C(C(O)=CC1)O)N